NC1=C(C=C2N=C(C(=NC2=C1C1=C(C(=CC=C1)OCC1=CC=CC=C1)C)OC)OC)C#N 7-amino-8-(3-benzyloxy-2-methyl-phenyl)-2,3-dimethoxy-quinoxaline-6-carbonitrile